C(N)(=O)C=1N=C(SC1C1=CC(=CN1)C(=O)[O-])N(C=1C=NN(C1)C1OCCCC1)CC1CC1 5-[4-carbamoyl-2-{(cyclopropylmethyl)(1-(tetrahydro-2H-pyran-2-yl)-1H-pyrazol-4-yl)amino}thiazol-5-yl]-1H-pyrrole-3-carboxylate